2-[2-(N-methyl-N-ethyl-amino)ethoxy]-N,N-dihexyl-acetamide CN(CC)CCOCC(=O)N(CCCCCC)CCCCCC